Cl.ClC1=C(C=CC=C1)C=1C(NN=CC1)=O 4-(chlorophenyl)-2,3-dihydropyridazin-3-one hydrochloride